4-(morpholine-4-carbonyl)benzoic acid [3-(3-ethyl-4-oxo-spiro[6,8-dihydro-5H-pyrazolo[4,3-c]azepin-7,4'-tetrahydropyran]-1-yl)-2,2-dimethyl-propyl] ester C(C)C1=NN(C2=C1C(NCC1(CCOCC1)C2)=O)CC(COC(C2=CC=C(C=C2)C(=O)N2CCOCC2)=O)(C)C